FC(\C=C/CCCCCCCC(=O)OC)(F)F (Z)-Methyl 11,11,11-trifluoro-9-undecenoate